coenzyme a sodium salt [Na].[C@@H]1([C@H](O)[C@H](OP(=O)(O)O)[C@@H](COP(=O)(O)OP(=O)(O)OCC(C)(C)[C@@H](O)C(=O)NCCC(=O)NCCS)O1)N1C=NC=2C(N)=NC=NC12